5-butyl-5-ethyl-2-(2,4,6-tri-tert-butylphenoxy)-1,3,2-dioxaphosphorine C(CCC)C1(COP(OC1)OC1=C(C=C(C=C1C(C)(C)C)C(C)(C)C)C(C)(C)C)CC